C(C)(=O)O[C@H](CC(=O)OC(C[N+](C)(C)C)(CC([O-])=O)C(C)=O)C[N+](C)(C)C acetylcarnitine ((3R)-3-Acetoxy-4-(trimethylammonio)butanoate)